3-(4-methoxyphenyl)-3-(4-(2-hydroxyethoxy)phenyl)-6,11-difluoro-13,13-dimethyl-3H,13H-indeno[2',3':3,4]naphtho[1,2-b]pyran COC1=CC=C(C=C1)C1(C=CC2=C(O1)C=1C=C(C=CC1C1=C2C(C2=CC(=CC=C21)F)(C)C)F)C2=CC=C(C=C2)OCCO